C(=O)(OC(\C=C\C1=CC(OC)=C(O)C=C1)=O)C(O)C(O)C(=O)[O-] trans-monoferuloyl tartrate